C12(CC(C1)(C2)NC(COC2=CC=C1C=NNC1=C2)=O)NC(COC2=CC=C1C=NNC1=C2)=O N,N'-(bicyclo[1.1.1]pentane-1,3-diyl)bis{2-[(1H-indazol-6-yl)oxy]acetamide}